hexane-1,6-diylbis(3-(3,5-di-tert-butyl-4-hydroxyphenyl) propionate) C(CCCCCC(C(=O)[O-])CC1=CC(=C(C(=C1)C(C)(C)C)O)C(C)(C)C)C(C(=O)[O-])CC1=CC(=C(C(=C1)C(C)(C)C)O)C(C)(C)C